NC1=C2C(=C3C(=N1)C=C(N3COCC[Si](C)(C)C)C(=O)OCC)COC2 ethyl 5-amino-1-((2-(trimethylsilyl) ethoxy) methyl)-6,8-dihydro-1H-furo[3,4-d]pyrrolo[3,2-b]pyridine-2-carboxylate